C(C)OC(CS)=O ethyl-2-mercaptoacetate